ClC1=CC=C2C(=CNC2=C1C=1C=NN(C1)C)S(=O)(=O)NC1=NC(=C(C(=N1)OC)OCC(F)F)OC 6-chloro-N-[5-(2,2-difluoroethoxy)-4,6-dimethoxy-pyrimidin-2-yl]-7-(1-methylpyrazol-4-yl)-1H-indole-3-sulfonamide